(S)-2-((S)-3-(5-(aminomethyl)-6-oxo-1,6-dihydropyridin-3-yl)piperidin-1-yl)-N-(5-chloropyridin-2-yl)propionamide NCC1=CC(=CNC1=O)[C@H]1CN(CCC1)[C@H](C(=O)NC1=NC=C(C=C1)Cl)C